N[13C@@H](CCC(N)=O)C(=O)O [13C]-glutamine